N-dodecyl-N',N'-dipropylurea C(CCCCCCCCCCC)NC(=O)N(CCC)CCC